6-[4-(2-pyrimidine-1-yl-ethoxy)phenyl]-3-pyridine-4-yl-pyrazolo[1,5-a]pyrimidine N1(CN=CC=C1)CCOC1=CC=C(C=C1)C=1C=NC=2N(C1)N=CC2C2=CC=NC=C2